O[C@@H]1CNCC[C@H]1CNC1=NC=CC(=N1)C1=NC=2N(C=C1)N=CC2C2CC2 trans-5-[2-(3-hydroxypiperidin-4-yl)methylaminopyrimidin-4-yl]-3-cyclopropylpyrazolo[1,5-a]pyrimidine